(R)-6-(3-(5-(3-Hydroxy-1-methyl-2-oxopyrrolidin-3-yl)isoxazol-3-yl)phenyl)pyrazine-2-carboxamide O[C@@]1(C(N(CC1)C)=O)C1=CC(=NO1)C=1C=C(C=CC1)C1=CN=CC(=N1)C(=O)N